C(CC#CCCCC)OC(CCCC(=O)OCCCCCCN(CCCCCCOC(CCCC(OCCC#CCCCC)OCCC#CCCCC)=O)CCO)OCCC#CCCCC.FC1=C(C(C1(F)F)(F)F)C(C(F)(F)F)(C(C(C(F)(F)F)(F)F)(F)F)F 1,3,3,4,4-pentafluoro-2-(perfluoropentan-2-yl)cyclobut-1-ene ((2-hydroxyethyl)azanediyl)bis(hexane-6,1-diyl) bis(5,5-bis(oct-3-yn-1-yloxy)pentanoate)